tert-butyl 3-(2-(3-cyano-4-methylphenoxy)ethyl)piperidine-1-carboxylate C(#N)C=1C=C(OCCC2CN(CCC2)C(=O)OC(C)(C)C)C=CC1C